2-[(6R)-3-methyl-6-prop-1-en-2-ylcyclohex-en-1-yl]-5-pentylbenzene-1,3-diol CC1C=C([C@H](CC1)C(=C)C)C1=C(C=C(C=C1O)CCCCC)O